N-[5-ethylsulfonyl-6-[3-methyl-6-(trifluoromethyl)imidazo[4,5-c]pyridin-2-yl]-3-pyridinyl]-N-methoxy-acetamide C(C)S(=O)(=O)C=1C=C(C=NC1C1=NC2=C(C=NC(=C2)C(F)(F)F)N1C)N(C(C)=O)OC